C(CC)C1=CC=C(C#CC2=CC=C(C=C2)OCC)C=C1 4'-propyl-4-ethoxytolane